C1(CC1)C1=C(C=CC=C1C=1C=C2C=NNC2=CC1)CC(=O)N[C@H]1C(CCC[C@@H]1OC1CCN(CC1)C(C)C)(F)F 2-(2-cyclopropyl-3-(1H-indazol-5-yl)phenyl)-N-((1R,6S)-2,2-difluoro-6-((1-isopropylpiperidin-4-yl)oxy)cyclohexyl)acetamide